3-(1-(1-(propylsulfonyl)pyrrolidin-3-yl)-1,6-dihydroimidazo[4,5-d]pyrrolo[2,3-b]pyridin-2-yl)pyridin-2-amine C(CC)S(=O)(=O)N1CC(CC1)N1C(=NC=2C1=C1C(=NC2)NC=C1)C=1C(=NC=CC1)N